N-[1-(3-oxocyclobutyl)pyrazol-3-yl]acetamide O=C1CC(C1)N1N=C(C=C1)NC(C)=O